N-(4-Chlorophenyl)-5-(2-hydroxyphenyl)thiophene-2-carboxamide ClC1=CC=C(C=C1)NC(=O)C=1SC(=CC1)C1=C(C=CC=C1)O